N1=CC(=CC=C1)/C=C/C(=O)C=1C(NC2=CC=CC=C2C1)=O 3-[(2E)-3-(pyridin-3-yl)prop-2-enoyl]-1,2-dihydroquinolin-2-one